(5-chloro-3-cyclopropylpyrazolo[1,5-a]pyrimidin-7-yl)((3,5-difluoro-[1,1'-biphenyl]-4-yl)methyl)carbamic acid tert-butyl ester C(C)(C)(C)OC(N(CC1=C(C=C(C=C1F)C1=CC=CC=C1)F)C1=CC(=NC=2N1N=CC2C2CC2)Cl)=O